O=C1N(CCC(N1)=O)N1C(C2=CC=C(C=C2C1=O)CN1CCC(=CC1)C=1C2=C(N=C(N1)C)SC1=C2CCCC1)=O 2-(2,4-dioxotetrahydropyrimidin-1(2H)-yl)-5-((4-(2-methyl-5,6,7,8-tetrahydrobenzo[4,5]thieno[2,3-d]pyrimidin-4-yl)-3,6-dihydropyridine-1(2H)-yl)methyl)isoindoline-1,3-dione